(S)-5-(1-isobutyl-1H-1,2,3-triazole-4-carbonyl)-N-((S)-3-oxo-1-((S)-2-oxopyrrolidin-3-yl)-4-(trifluoromethoxy)butan-2-yl)-5-azaspiro[2.4]heptane-6-carboxamide C(C(C)C)N1N=NC(=C1)C(=O)N1CC2(CC2)C[C@H]1C(=O)N[C@@H](C[C@H]1C(NCC1)=O)C(COC(F)(F)F)=O